N1=NC=C2N=C3C=CC=CC3=C21 pyrazolo[4,3-b]indol